C12CN(CC(CC1)N2)C2=CC=1N(C=C2)C(=CN1)N1C(NC(CC1)=O)=O 1-[7-(3,8-diazabicyclo[3.2.1]oct-3-yl)imidazo[1,2-a]pyridin-3-yl]hexahydropyrimidine-2,4-dione